{3-[(1S)-1-{[(tert-butoxy)carbonyl]Amino}but-3-en-1-yl]Phenyl}boronic acid C(C)(C)(C)OC(=O)N[C@@H](CC=C)C=1C=C(C=CC1)B(O)O